FC=1C(=CC2=C(C(NC=3CNC[C@@H](C23)N(C(=O)C2=CC=C3C=NNC3=C2)C)=O)C1)F (R)-N-(8,9-difluoro-6-oxo-1,2,3,4,5,6-hexahydrobenzo[c][1,7]naphthyridin-1-yl)-N-methyl-1H-indazole-6-carboxamide